(E)-1-(4-(((6-Amino-5-(4-phenoxyphenyl)pyrimidin-4-yl)amino)methyl)piperidin-1-yl)-4-((2-methoxyethyl)(methyl)amino)but-2-en-1-on NC1=C(C(=NC=N1)NCC1CCN(CC1)C(\C=C\CN(C)CCOC)=O)C1=CC=C(C=C1)OC1=CC=CC=C1